N1C=CC2=C(C=CC=C12)N1CCN(CC1)CCCOC=1C=CC(=NC1)C#N 5-(3-(4-(1H-indol-4-yl)piperazin-1-yl)propoxy)-2-cyanopyridine